NC=1C=C2C(=NC1N1C[C@H](CC1)NC(OC(C)(C)C)=O)N=C(O2)N2CCOCC2 tert-butyl (S)-(1-(6-amino-2-morpholinooxazolo[4,5-b]pyridin-5-yl)pyrrolidin-3-yl)carbamate